CC1(OC[C@H](O1)C(=O)[O-])C.[K+] potassium (S)-2,2-dimethyl-1,3-dioxolane-4-carboxylate